1-cyclopropyl-5-(trifluoromethyl)-1H-pyrazole-4-carboxylic acid potassium [K].C1(CC1)N1N=CC(=C1C(F)(F)F)C(=O)O